O=C1C(NC(CN1)=O)CC(=O)O[C@H]1[C@H](NC[C@@H]1O)CC1=CC=C(C=C1)OC (2R,3S,4S)-4-hydroxy-2-[(4-methoxyphenyl) methyl]pyrrolidin-3-yl 2-(3,6-dioxopiperazin-2-yl)acetate